CNC(=O)C1=NNC2=CC(=CC=C12)B1OC(C(O1)(C)C)(C)C n-methyl-6-(4,4,5,5-tetramethyl-1,3,2-dioxaborolan-2-yl)-1H-indazole-3-carboxamide